C1(C=CC2=CC=CC=C12)C1=C(C=CC=C1)C1=C(C=CC=C1)C1C=CC2=CC=CC=C12 2,2'-bis(1-indenyl)biphenyl